5-(1-pentenyl)furan-2-carbonitrile C(=CCCC)C1=CC=C(O1)C#N